1-(3-chloro-2-hydroxymethylphenyl)-3-(3-fluorophenyl)urea ClC=1C(=C(C=CC1)NC(=O)NC1=CC(=CC=C1)F)CO